3-Oxohexahydro-1H-imidazo[2,1-c][1,4]oxazine-1-carboxylic acid tert-butyl ester C(C)(C)(C)OC(=O)N1CC(N2C1COCC2)=O